3-(5-chloro-2-hydroxy-3-(nicotinoyloxy)benzylideneamino)benzoic acid ClC=1C=C(C(=C(C=NC=2C=C(C(=O)O)C=CC2)C1)O)OC(C1=CN=CC=C1)=O